OCCCCCC oxaheptane